(S)-4-fluoro-N-(1-(4-(N-(1-methoxy-2-methylpropan-2-yl)sulfamoyl)phenylamino)-1-oxo-3-phenylpropan-2-yl)-N-methylbenzamide FC1=CC=C(C(=O)N(C)[C@H](C(=O)NC2=CC=C(C=C2)S(NC(COC)(C)C)(=O)=O)CC2=CC=CC=C2)C=C1